OC(C)(C)C1=NC=CC(=C1)C1=C2C(=NC=C1)C=C(O2)C2=CC=C(C=C2)C(=O)N2C[C@H](OCC2)C (R)-(4-(7-(2-(2-hydroxypropan-2-yl)pyridin-4-yl)furo[3,2-b]pyridin-2-yl)phenyl)(2-methylmorpholino)methanone